(E)-3-(2-methoxyphenyl)-1-(2,2-dimethyl-2,3-dihydrobenzofuran-5-yl)-2-(trifluoromethyl)prop-2-en-1-one COC1=C(C=CC=C1)/C=C(\C(=O)C=1C=CC2=C(CC(O2)(C)C)C1)/C(F)(F)F